C(C)N1C=NC(=C1)C(F)(F)F 1-ethyl-4-(trifluoromethyl)imidazole